N=C(SC)NC1=C(C=CC=N1)C(F)(F)F 6-((imino(methylthio)methyl)amino)-5-(trifluoromethyl)pyridin